Cl[Si](C)(CCl)Cl Dichloro(chloromethyl)methylsilan